ClC=1C(=C(NC=2C3=C(N=CN2)C=CC(=N3)N3[C@@H]2CN([C@H](C3)C2)C(=O)OC(C)(C)C)C=CC1Cl)OC tert-butyl (1S,4S)-5-[4-(3,4-dichloro-2-methoxy-anilino)pyrido[3,2-d]pyrimidin-6-yl]-2,5-diazabicyclo[2.2.1]heptane-2-carboxylate